FC1=C(OC2=C(C=C3C=NN(C3=C2)C)C(=O)N)C=CC(=C1)OCCCN1C(C=CC=C1)=O 6-[2-fluoro-4-[3-(2-oxo-1-pyridyl)propoxy]phenoxy]-1-methyl-indazole-5-carboxamide